3-[(3,5-difluoro-2-methoxyphenyl)amino]-2-[3-(2-methoxyethoxy)pyridin-4-yl]-1,5,6,7-tetrahydro-4H-pyrrolo[3,2-c]pyridin-4-one FC=1C(=C(C=C(C1)F)NC1=C(NC2=C1C(NCC2)=O)C2=C(C=NC=C2)OCCOC)OC